ClC1=C(C(=O)C2=CNC=3N=CN=C(C32)N[C@H]3[C@@H](CN(CC3)C3CN(C3)C3CN(C3)C=3C=C2CN(CC2=CC3)C3C(NC(CC3)=O)=O)F)C=CC(=C1)OC1=CC=CC=C1 Trans-5-(3-(4-((5-(2-chloro-4-phenoxybenzoyl)-7H-pyrrolo[2,3-d]pyrimidin-4-yl)amino)-3-fluoropiperidin-1-yl)-[1,3'-biazetidin]-1'-yl)-2-(2,6-dioxopiperidin-3-yl)isoindoline